(4-((((1R,2S)-2-(3,4-difluorophenyl)cyclopropyl)amino)methyl)benzyl)piperidin-4-amine tetrahcl Cl.Cl.Cl.Cl.FC=1C=C(C=CC1F)[C@H]1[C@@H](C1)NCC1=CC=C(CN2CCC(CC2)N)C=C1